2,4,6-tri-acetyl-phloroglucinol C(C)(=O)C1=C(O)C(=C(C(=C1O)C(C)=O)O)C(C)=O